C(C)OC(=C)C1=CC(=C(COC2=CC=CC(=N2)C2CCN(CC2)C(=O)[O-])C(=C1)F)F 4-(6-((4-(1-ethoxyvinyl)-2,6-difluorobenzyl)oxy) Pyridin-2-yl)piperidine-1-carboxylate